5'-(2-(4-([1,1'-biphenyl]-3-yl)-6-phenylpyrimidin-2-yl)phenyl)spiro[cyclohexane-1,9'-fluorene]-2'-carbonitrile C1(=CC(=CC=C1)C1=NC(=NC(=C1)C1=CC=CC=C1)C1=C(C=CC=C1)C1=C2C=3C=CC(=CC3C3(C2=CC=C1)CCCCC3)C#N)C3=CC=CC=C3